BrC1=NC(=C(C2=C1CCC2)Br)\C=N/[S@@](=O)C(C)(C)C (S,Z)-N-((1,4-Dibromo-6,7-dihydro-5H-cyclopenta[c]pyridin-3-yl)methylene)-2-methylpropane-2-sulfinamide